ethyl-(2-methylpropyl)amine C(C)NCC(C)C